FC1=CC=C(C=C1)C1=C(C=CC(=N1)C(=O)OC)OC Methyl 6-(4-fluorophenyl)-5-methoxypyridin-carboxylate